C([C@@H](O)C)=O (S)-Lactaldehyde